NC1=NN(C2=CC=C(C=C12)CN1C[C@@H](N(CC1)C(=O)O)C)C (2S)-4-[(3-amino-1-methyl-1H-indazol-5-yl)methyl]-2-methylpiperazine-1-carboxylic acid